C(C)(=O)NC1=C(C(=O)NC=2SC(=C(N2)C)[N+](=O)[O-])C=CC(=C1)NCCN acetamido-4-((2-aminoethyl)amino)-N-(4-methyl-5-nitrothiazol-2-yl)benzamide